FC=1C=C(C#N)C=C(C1)N1N=CC(=C1)C1=CC=C(C=C1)F 3-Fluoro-5-(4-(4-fluorophenyl)-1H-pyrazol-1-yl)benzonitrile